1-(2-Methoxypyridin-4-yl)azetidin-3-yl (4-nitrophenyl) carbonate C(OC1CN(C1)C1=CC(=NC=C1)OC)(OC1=CC=C(C=C1)[N+](=O)[O-])=O